tert-butyl 2-(6-cyano-1-(2-(2-methoxyphenyl)-2-((tetrahydro-2H-pyran-4-yl) oxy) ethyl)-5-methyl-2,4-dioxo-1,2-dihydrothieno[2,3-d]pyrimidin-3(4H)-yl)-2-methylpropionate C(#N)C1=C(C2=C(N(C(N(C2=O)C(C(=O)OC(C)(C)C)(C)C)=O)CC(OC2CCOCC2)C2=C(C=CC=C2)OC)S1)C